((2-((2,5-dimethylphenyl)amino)ethyl)amino)-3-(m-tolyloxy)propan-2-ol CC1=C(C=C(C=C1)C)NCCNCC(COC=1C=C(C=CC1)C)O